2-Ethyl-4-(4-(piperazine-1-carbonyl)benzyl)-1,2,4-thiadiazolidine-3,5-dione C(C)N1SC(N(C1=O)CC1=CC=C(C=C1)C(=O)N1CCNCC1)=O